4-[2-(8-chloro-4-oxo-chromen-2-yl)-5-(trifluoromethyl)phenoxy]butanoic acid ClC=1C=CC=C2C(C=C(OC12)C1=C(OCCCC(=O)O)C=C(C=C1)C(F)(F)F)=O